ethyl 2-((4-fluoro-2-isopropyl-phenyl)-amino)-4-(trifluoro-methyl)-benzoate FC1=CC(=C(C=C1)NC1=C(C(=O)OCC)C=CC(=C1)C(F)(F)F)C(C)C